C(C(=C)C)(=O)OCCCSC1CC1 3-cyclopropylthiopropyl methacrylate